C(C)(C)(C)OP(OC(C)(C)C)N(CC)CC di-t-butyl-N,N-diethylphosphoramidite